1-((R)-3,3-difluoro-4-((5-(1-((R)-1-fluoropropan-2-yl)-1H-benzo[d][1,2,3]triazol-6-yl)-4-methoxypyrrolo[2,1-f][1,2,4]triazin-2-yl)amino)piperidin-1-yl)-2-hydroxyethan-1-one FC1(CN(CC[C@H]1NC1=NN2C(C(=N1)OC)=C(C=C2)C=2C=CC1=C(N(N=N1)[C@@H](CF)C)C2)C(CO)=O)F